F[B-](F)(F)F.C(CCC)[N+]1=CC(=CC=C1)C 1-butyl-3-methylpyridinium tetrafluoroborate